4-[3-[[(4S)-8-chlorochroman-4-yl]carbamoylamino]pyrazol-1-yl]-2-fluoro-N-methyl-benzamide ClC=1C=CC=C2[C@H](CCOC12)NC(=O)NC1=NN(C=C1)C1=CC(=C(C(=O)NC)C=C1)F